tert-butyl (R,Z)-6-((tert-butylsulfinyl)imino)-2-methyl-4,6-dihydrospiro[cyclopenta[d]thiazole-5,4'-piperidine]-1'-carboxylate C(C)(C)(C)[S@@](=O)\N=C\1/C2=C(N=C(S2)C)CC12CCN(CC2)C(=O)OC(C)(C)C